Cl.C(C1=CC=CC=C1)C1(CN(C2=CC(=CC=C12)Cl)C(CN1[C@H](CN[C@@H](C1)C)COC)=O)C 1-(3-Benzyl-6-chloro-3-methyl-2,3-dihydro-1H-indol-1-yl)-2-[(2R,5R)-2-(methoxymethyl)-5-methylpiperazin-1-yl]-ethan-1-one, hydrochloride salt